N1N=NC2=C1C=CC(=C2)CN2C(C1=CC=C(C=C1C2CC2=C(C=NN2C)Cl)Br)=O 2-((1H-benzo[d][1,2,3]triazol-5-yl)methyl)-5-bromo-3-((4-chloro-1-methyl-1H-pyrazol-5-yl)methyl)isoindolin-1-one